C(C)(C)(C)OC(=O)N=C1CC=C(C)C=C1 N-t-butoxycarbonyl-para-tolueneimine